FC(C1=CC=2CCCC3N(C2N=C1)CCNC3)(F)F 3-(trifluoromethyl)-6,7,7a,8,10,11-hexahydropyrazino[1,2-a]pyrido[3,2-f]azepin